CC1([C@H]2[C@H](C3=C(O1)C=C(C=C3O)CCCCC)C=C(CC2)C)C (6aR-trans)-6a,7,8,10a-tetrahydro-6,6,9-trimethyl-3-pentyl-6H-dibenzo[b,d]pyran-1-ol